tert-butyl 4-(7-hydroxy-6-methoxyquinazolin-4-yl)-1,4-diazacycloheptane-1-carboxylate OC1=C(C=C2C(=NC=NC2=C1)N1CCN(CCC1)C(=O)OC(C)(C)C)OC